C(C)(C)(C)OC(=O)N[C@@H](C)C1=NC(=NN1C1=NC=CC=N1)N(C(OC(C)(C)C)=O)C tert-butyl N-[5-[(1S)-1-(tert-butoxycarbonylamino)ethyl]-1-pyrimidin-2-yl-1,2,4-triazol-3-yl]-N-methyl-carbamate